4-(5-cyano-5,6-dihydropyrrolo[3,4-c]pyrazol-1(4H)-yl)-N-methylbenzamide C(#N)N1CC=2N(N=CC2C1)C1=CC=C(C(=O)NC)C=C1